naphthalamide sodium salt [Na+].C1(=CC=CC2=CC=CC=C12)C(=O)[NH-]